CC1=NC(=NO1)C1=NN=C2N1C=C(C=C2)OCC2=NC=1CCN(CC1C=C2)C2COC2 5-methyl-3-(6-((6-(oxetane-3-yl)-5,6,7,8-tetrahydro-1,6-naphthyridin-2-yl)methoxy)-[1,2,4]triazolo[4,3-a]pyridin-3-yl)-1,2,4-oxadiazole